(S)-(1-((3-((3-carbamoyl-6-(dimethylamino)-5-ethylpyrazin-2-yl)amino)-5-fluorophenylethyl)amino)-1-oxopropan-2-yl)(methyl)carbamic acid tert-butyl ester C(C)(C)(C)OC(N(C)[C@H](C(=O)NCCC1=CC(=CC(=C1)F)NC1=NC(=C(N=C1C(N)=O)CC)N(C)C)C)=O